4,4'-methylenebis[aniline] C(C1=CC=C(N)C=C1)C1=CC=C(N)C=C1